N-(2-chloro-4-fluoro-3-iodophenyl)-N-((2-(trimethylsilyl)ethoxy)methyl)-pyrrolidine-1-sulfonamide ClC1=C(C=CC(=C1I)F)N(S(=O)(=O)N1CCCC1)COCC[Si](C)(C)C